FC1CC(C1)(C1=NC=CC=C1F)CNC1=NC=C(C=N1)C1=NC=CC(=N1)C(=O)NC {2-[2-({[3-fluoro-1-(3-fluoro(2-pyridyl))cyclobutyl]methyl}amino)pyrimidin-5-yl]pyrimidin-4-yl}-N-methylcarboxamide